C(C)(C)(C)OC(=O)N1C=C(C2=C(C=CC=C12)OC)CC(=O)N(C)CC1=CC=CC=C1 3-(2-(benzyl-(methyl)amino)-2-oxoethyl)-4-methoxy-1H-indole-1-carboxylic acid tert-butyl ester